CN1CCC(CC1)CCCC methyl-4-butyl-piperidine